5-[4-fluoro-6-(piperidin-4-yloxy)-2,3-dihydro-1H-isoindol-2-yl]-4-(trifluoromethyl)-2,3-dihydropyridazin-3-one FC1=C2CN(CC2=CC(=C1)OC1CCNCC1)C1=C(C(NN=C1)=O)C(F)(F)F